4-(1-(5-azaspiro[2.4]heptan-5-yl)ethyl)-6-cyclopropyl-N-(3-(3-((S)-fluoro(4-methyl-4H-1,2,4-triazol-3-yl)methyl)oxetan-3-yl)phenyl)picolinamide C1CC12CN(CC2)C(C)C2=CC(=NC(=C2)C2CC2)C(=O)NC2=CC(=CC=C2)C2(COC2)[C@@H](C2=NN=CN2C)F